C12CN(CC(N1)C2)C2=C1CN(C(C1=CC=C2)=O)C2C(NC(CC2)=O)=O 3-(4-(3,6-diazabicyclo[3.1.1]heptan-3-yl)-1-oxoisoindolin-2-yl)piperidine-2,6-dione